4-hydroxy-7-isopropyl-11-oxo-1,6,7,11-tetrahydro-2H-furo[2,3-H]pyrido[2,1-a]phthalazine-10-carboxylic acid ethyl ester trifluoroacetate FC(C(=O)O)(F)F.C(C)OC(=O)C=1C(C=C2N(N(CC=3C=C(C4=C(C23)CCO4)O)C(C)C)C1)=O